C(C)OC(CC1=CC=C(C=C1)C=1CCCCC1)=O.ClC1=C(N(C(N1CC(=O)NN)=O)C[C@@H](C(F)(F)F)O)C1=CC=C(C=C1)Cl (S)-2-(5-chloro-4-(4-chlorophenyl)-2-oxo-3-(3,3,3-trifluoro-2-hydroxypropyl)-2,3-dihydro-1H-imidazol-1-yl)acethydrazide ethyl-2-(2',3',4',5'-tetrahydro-[1,1'-biphenyl]-4-yl)acetate